(R)-5-(8-(4-((5-(difluoromethoxy)pyridin-2-yl)oxy)-3,3-difluoropyrrolidin-1-yl)imidazo[1,2-b]pyridazin-6-yl)pyrimidine-2,4(1H,3H)-dione FC(OC=1C=CC(=NC1)O[C@H]1C(CN(C1)C=1C=2N(N=C(C1)C=1C(NC(NC1)=O)=O)C=CN2)(F)F)F